(S)-4-(6-amino-5-((2,3-dichlorophenyl)thio)pyrazin-2-yl)-N-(pyrrolidin-3-yl)piperazine-1-carboxamide NC1=C(N=CC(=N1)N1CCN(CC1)C(=O)N[C@@H]1CNCC1)SC1=C(C(=CC=C1)Cl)Cl